Bocpiperidine-4-carboxylic acid C(=O)(OC(C)(C)C)N1CCC(CC1)C(=O)O